(S)-N-(2-(1-(4-(5-chloro-4-((2,4-difluorophenyl)methoxy-d2)-2-methyl-6-pyrimidinone-1(6H)-yl)-5-methylpyridin-2-yl)-4-fluoro-1H-pyrazol-3-yl)propane-2-yl)acetamide ClC1=C(N=C(N(C1=O)C1=CC(=NC=C1C)N1N=C(C(=C1)F)C(C)(C)NC(C)=O)C)OC([2H])([2H])C1=C(C=C(C=C1)F)F